[Na].[Na].C(C)NCC diethylamine disodium salt